CN1C2CN(C(C1)C2)C2=CC=C(C=C2)NC2=NC=CC(=N2)NC2=CN=NC1=C(C=CC=C21)C N2-(4-(5-methyl-2,5-diazabicyclo[2.2.1]heptan-2-yl)phenyl)-N4-(8-methylcinnolin-4-yl)pyrimidine-2,4-diamine